C(CCCCCCCC=CCC=CCCCCC)(=O)N[C@@H](CC1=CNC=N1)C(=O)O N-[octadeca-9,12-dienoyl]histidine